(2S,4R)-1-((S)-1-amino-14-(tert-butyl)-12-oxo-3,6,9-trioxa-13-azapentadec-15-yl)-4-hydroxy-N-(4-(4-methylthiazol-5-yl)benzyl)pyrrolidine-2-carboxamide NCCOCCOCCOCCC(N[C@H](CN1[C@@H](C[C@H](C1)O)C(=O)NCC1=CC=C(C=C1)C1=C(N=CS1)C)C(C)(C)C)=O